OB1OCCC1 2-hydroxy-1,2-oxaborolan